N1=CC=C(C=C1)[C@H](C)N1N=C(C=C1)NCC#N (s)-2-((1-(1-(pyridin-4-yl)ethyl)-17Z-pyrazol-3-yl)amino)acetonitrile